tert-Butyl (1-((8-(1-ethyl-3-(trifluoromethyl)-1H-pyrazol-4-yl)-4-oxochroman-6-yl)methyl)-3-methyl-1,3-dihydro-2H-imidazol-2-ylidene)carbamate C(C)N1N=C(C(=C1)C=1C=C(C=C2C(CCOC12)=O)CN1C(N(C=C1)C)=NC(OC(C)(C)C)=O)C(F)(F)F